O.P(=O)(O)(O)[O-].[Na+] sodium dihydrogen phosphate monohydrate